(4-(4-((4-chloro-2-fluorobenzofuran-7-yl)methoxy)-5-fluoropyrimidin-2-yl)cyclohex-3-en-1-yl)acetic acid ethyl ester C(C)OC(CC1CC=C(CC1)C1=NC=C(C(=N1)OCC1=CC=C(C=2C=C(OC21)F)Cl)F)=O